C(#N)C(C(=O)OCC(C)C)(C(C(=O)OCC(C)C)C(C)C)C(C)C di-isobutyl 2-cyano-2,3-diisopropylsuccinate